3-methylsulfanyl-5-(trifluoromethyl)-1,2,4-triazine CSC=1N=NC=C(N1)C(F)(F)F